BrC1=C(N=C2N1N=CC=C2C(=O)O)COC 3-bromo-2-(methoxymethyl)imidazo[1,2-b]pyridazine-8-carboxylic acid